N-((S)-(4,4-Difluorocyclohexyl)(5-((R)-1-(4,4,4-trifluorobutanamido)ethyl)-1H-benzo[d]imidazol-2-yl)methyl)bicyclo[1.1.1]pentane-1-carboxamide FC1(CCC(CC1)[C@H](NC(=O)C12CC(C1)C2)C2=NC1=C(N2)C=CC(=C1)[C@@H](C)NC(CCC(F)(F)F)=O)F